1-(2-(2-oxa-6-azaspiro[3.3]heptan-6-yl)ethyl)-6-(4-fluorophenyl)-4-hydroxy-N-(3-methylbicyclo[1.1.1]pentan-1-yl)-2-oxo-1,2-dihydro-1,8-naphthyridine-3-carboxamide C1OCC12CN(C2)CCN2C(C(=C(C1=CC(=CN=C21)C2=CC=C(C=C2)F)O)C(=O)NC21CC(C2)(C1)C)=O